(1aS,6aS)-N-(3-chloro-4-fluorophenyl)-5-(2-((3,3-difluoro-1-(methylcarbamoyl)cyclobutyl)amino)-2-oxoacetyl)-4-methyl-1,1a,6,6a-tetrahydrocyclopropa[b]pyrrolizine-3-carboxamide ClC=1C=C(C=CC1F)NC(=O)C=1N2[C@@H]3[C@H](CC2=C(C1C)C(C(=O)NC1(CC(C1)(F)F)C(NC)=O)=O)C3